1-(4-(6-chloro-8-fluoro-7-(3-hydroxy-naphthalen-1-yl)-2-(1-isopropyl-piperidin-4-ylamino)quinazolin-4-yl)piperazin-1-yl)prop-2-en-1-one ClC=1C=C2C(=NC(=NC2=C(C1C1=CC(=CC2=CC=CC=C12)O)F)NC1CCN(CC1)C(C)C)N1CCN(CC1)C(C=C)=O